FC1=C(C=CC(=C1C)OC1=CC2=C(N(C=N2)C)C=C1)NC=1C2=C(N=CN1)C=CC(=N2)C2=CC1COCC(C2)N1C(=O)OC(C)(C)C tert-butyl 7-(4-((2-fluoro-3-methyl-4-((1-methyl-1H-benzo[d]imidazol-5-yl)oxy)phenyl)amino)pyrido[3,2-d]pyrimidin-6-yl)-3-oxa-9-azabicyclo[3.3.1]non-6-ene-9-carboxylate